oxol-5-yl diethyl phosphate P(=O)(OC1=CC=CO1)(OCC)OCC